NC(C(=O)NC(CC1=CC(=C(C=C1)F)F)(C)C)C amino-N-(1-(3,4-difluorophenyl)-2-methylpropan-2-yl)propanamide